D-2-aminopropyl ether N[C@@H](COC[C@@H](C)N)C